NC1=C(C=CC(=C1C)Br)NCCCO 3-(2-amino-4-bromo-3-methylphenylamino)propan-1-ol